CN([C@H]1CN(CCC1)C1=CC=C(N=N1)C1=C(C=C(C=C1C)C)O)C 2-[6-[(3R)-3-(dimethylamino)-1-piperidyl]pyridazin-3-yl]-3,5-dimethyl-phenol